1-cyclopentyl-4-((1-oxo-1,2,3,4-tetrahydroisoquinolin-7-yl)methyl)piperazine-2,3-dione C1(CCCC1)N1C(C(N(CC1)CC1=CC=C2CCNC(C2=C1)=O)=O)=O